tert-Butyl (4-(3-(4-cyano-3-(trifluoromethyl)phenyl)-5,5-dimethyl-4-oxo-2-thioxoimidazolidin-1-yl)-2-fluorophenyl)carbamate C(#N)C1=C(C=C(C=C1)N1C(N(C(C1=O)(C)C)C1=CC(=C(C=C1)NC(OC(C)(C)C)=O)F)=S)C(F)(F)F